3-(3,3-Dimethyl-2-oxo-2,3-dihydro-1H-pyrrolo[3,2-b]pyridin-1-yl)-4-fluorobenzaldehyde CC1(C(N(C=2C1=NC=CC2)C=2C=C(C=O)C=CC2F)=O)C